C(C)C(CNCC1=CC(=CC=C1)CNCC(CCCC)CC)CCCC N,N'-bis(2-ethylhexyl)-1,3-bis(aminomethyl)-Benzene